BrCCN(C1=C(C=C(C=C1)[N+](=O)[O-])S(=O)(=O)N1CCN(CC1)CC)CCBr N,N-bis(2-bromoethyl)-2-((4-ethylpiperazin-1-yl)sulfonyl)-4-nitroaniline